C(C)(C)(C)OC(=O)N1CCC2([C@@H](C=3N(N=C(C3)C)C2)N[S@](=O)C(C)(C)C)CC1.COS(=O)(=O)O.OC1=CC=CC=2C(C3=CC=CC=C3C(C12)=O)=O 4-hydroxyanthraquinone methyl-sulfate tert-butyl-(S)-4'-(((R)-tert-butylsulfinyl)amino)-2'-methyl-4'H,6'H-spiro[piperidine-4,5'-pyrrolo[1,2-b]pyrazole]-1-carboxylate